1-(7-Chloro-6-((4-(4-(4,5-dihydrooxazol-2-yl)thiophen-2-yl)-5-(trifluoromethyl)pyrimidin-2-yl)amino)-3,4-dihydroisoquinolin-2(1H)-yl)-2,2,2-trifluoroethan-1-one ClC1=C(C=C2CCN(CC2=C1)C(C(F)(F)F)=O)NC1=NC=C(C(=N1)C=1SC=C(C1)C=1OCCN1)C(F)(F)F